ClC1=C(C=C(C=C1)C1=CC(=NC=C1)N1C[C@H](CC1)CO)CC(C(=O)NC1=CC=C(C=C1)C=1N(C=NC1)C)NC(=O)C=1N(N=CC1)C N-[1-[[2-chloro-5-[2-[(3S)-3-(hydroxymethyl)pyrrolidin-1-yl]-4-pyridyl]phenyl]methyl]-2-[4-(3-methylimidazol-4-yl)anilino]-2-oxo-ethyl]-2-methyl-pyrazole-3-carboxamide